CN1N=CC(=C1)C1=CC=2N(C=N1)C=CN2 7-(1-methyl-1H-pyrazol-4-yl)imidazo[1,2-c]pyrimidin